3,5-dichloro-4-[[6-chloro-5-(2-fluoro-3-methylphenyl)pyridazin-3-yl]-oxy]aniline ClC=1C=C(N)C=C(C1OC=1N=NC(=C(C1)C1=C(C(=CC=C1)C)F)Cl)Cl